Methyl (1S,3R)-1-(2,6-difluoro-4-(((S)-1-(3-fluoropropyl)pyrrolidin-3-yl)amino)phenyl)-3-methyl-2-(2,2,2-trifluoroethyl)-1,2,3,4-tetrahydroisoquinoline-6-carboxylate FC1=C(C(=CC(=C1)N[C@@H]1CN(CC1)CCCF)F)[C@H]1N([C@@H](CC2=CC(=CC=C12)C(=O)OC)C)CC(F)(F)F